[Si](C)(C)(C(C)(C)C)OCC1=C(N=NN1C)C=1N=NC(=CC1)C 3-(5-(((tert-butyldimethylsilyl)oxy)methyl)-1-methyl-1H-1,2,3-triazol-4-yl)6-methylpyridazine